N1C(=CC=2C=NC=CC21)CNC(CN2C(=NC=C(C2=O)N[C@H](C)C2=CC1=C(OC3=C1C=CC=C3)C=C2)OC2CC2)=O (R)-N-((1H-pyrrolo[3,2-c]pyridine-2-yl)methyl)-2-(2-cyclopropoxy-5-((1-(dibenzo[b,d]furan-2-yl)ethyl)amino)-6-oxopyrimidin-1(6H)-yl)acetamide